5-((4-(difluoromethoxy)benzyl)thio)-1H-1,2,3-triazole-4-carboxylic acid FC(OC1=CC=C(CSC2=C(N=NN2)C(=O)O)C=C1)F